FC(C1=NN=C(S1)N1C(N(C2=C1C=C(C=C2)S(=O)(=O)NC2(CC2)C)C)=O)F 3-[5-(difluoromethyl)-1,3,4-thiadiazol-2-yl]-1-methyl-N-(1-methylcyclopropyl)-2-oxo-benzimidazole-5-sulfonamide